1-[(2R)-2-(4-cyclopropyl-triazol-1-yl)-3,3-dimethyl-butyryl]-4-hydroxy-N-[1-(2-hydroxycyclohexyl)-4-piperidinyl]pyrrolidine-2-carboxamide C1(CC1)C=1N=NN(C1)[C@@H](C(=O)N1C(CC(C1)O)C(=O)NC1CCN(CC1)C1C(CCCC1)O)C(C)(C)C